pyridinecarbonyl-amide N1=C(C=CC=C1)C(=O)[NH-]